5-(2,2-Difluoro-1-methoxyethyl)-4-methoxy-1-(methyl-d3)-1H-indazol-3-amine FC(C(OC)C=1C(=C2C(=NN(C2=CC1)C([2H])([2H])[2H])N)OC)F